N1=CC(=CC=C1)NC(NC1=CC=C(OC2CN(C2)C=2C=CC=C(C2C2=CC=CC=C2)C(=O)OC)C=C1)=O methyl 6-(3-(4-(3-(pyridin-3-yl) ureido) phenoxy) azetidin-1-yl)-[1,1'-biphenyl]-2-carboxylate